FC1=CC(=CC2=C1N(C(=N2)C2=CC=1C=3N2CCN(C3C=CC1)CCCO)CC=1C=NN(C1)C)C=O (7-fluoro-2-(1-(3-hydroxypropyl)-2,3-dihydro-1H-pyrrolo[1,2,3-de]quinoxalin-5-yl)-1-((1-methyl-1H-pyrazol-4-yl)methyl)-1H-benzo[d]imidazol-5-yl)methanone